1-((2'-carboxy-5'-(3,3-dimethylindolin-1-yl)-[1,1'-biphenyl]-4-yl)methyl)-2-ethoxy-1H-benzo[d]imidazole-7-carboxylic Acid C(=O)(O)C1=C(C=C(C=C1)N1CC(C2=CC=CC=C12)(C)C)C1=CC=C(C=C1)CN1C(=NC2=C1C(=CC=C2)C(=O)O)OCC